3,5-difluoro-N-hydroxy-4-((5-phenyl-1,3,4-thiadiazol-2-yl)methyl)benzamide FC=1C=C(C(=O)NO)C=C(C1CC=1SC(=NN1)C1=CC=CC=C1)F